O[C@@H](CC(=O)O)C.ClC1=NC(=CC(=C1)C(C)OC)S(=O)(=O)C |r| chloro-4-(1-methoxyethyl)-6-(methylsulfonyl)pyridine (R)- and (S)-3-hydroxybutyrate